FC1CN(C1)C1=CC(=NC(=N1)N[C@@H](C)C1=CC=C(C=C1)F)NC1=NC=CN=C1 (S)-6-(3-fluoroazetidin-1-yl)-N2-[1-(4-fluorophenyl)ethyl]-N4-(pyrazin-2-yl)pyrimidine-2,4-diamine